Cl.C(C)C=1OC(=CC1N)CC 2,5-diethyl-furan-3-amine hydrochloride